((6-methoxyquinolin-4-yl)oxy)-N'-(6-morpholinyl-1,2,4,5-tetrazin-3-yl)acetohydrazide COC=1C=C2C(=CC=NC2=CC1)OCC(=O)NNC=1N=NC(=NN1)N1CCOCC1